ClC=1C(=C2C(=NC1)NC(=N2)C2=CC=C(C=C2)N2CCN(CC2)CCOC)NC2CCN(CC2)CC2=CC=C(C=C2)OC 6-Chloro-N-[1-(4-methoxybenzyl)piperidin-4-yl]-2-{4-[4-(2-methoxyethyl)piperazin-1-yl]phenyl}-3H-imidazo[4,5-b]pyridin-7-amine